NC1(CCN(CC1)C1=NC=C(C(=N1)C(=O)N)C1=C(C(=CC=C1)Cl)Cl)C 2-(4-amino-4-methylpiperidin-1-yl)-5-(2,3-dichlorophenyl)-pyrimidine-4-carboxamide